C(C)(C)(C)OC(=O)N1N=C(C(=C1)C1=CC=2N=C(NC(C2S1)=O)[C@@H]1[C@@H]2C[C@@H]2CN1C(=O)OC(C)(C)C)C |o1:22,23,25| tert-butyl (1R*,2S*,5S*)-2-{6-[1-(tert-butoxycarbonyl)-3-methyl-1H-pyrazol-4-yl]-4-oxo-3,4-dihydrothieno[3,2-d]pyrimidin-2-yl}-3-azabicyclo[3.1.0]hexane-3-carboxylate